6-bromo-4-chloro-N'-(2-chloro-6-fluoro-phenyl)pyrrolo[1,2-b]pyridazine-3-carboxamidine BrC=1C=C2N(N=CC(=C2Cl)C(=NC2=C(C=CC=C2F)Cl)N)C1